N-Ethyl-6-fluoro-3-[6-(morpholinomethyl)-3-pyridyl]-4-[3-(trifluoromethyl)pyrazol-1-yl]-9H-pyrido[2,3-b]indol-8-amine C(C)NC=1C=C(C=C2C3=C(NC12)N=CC(=C3N3N=C(C=C3)C(F)(F)F)C=3C=NC(=CC3)CN3CCOCC3)F